CONC(=O)C1CC1 N-methoxycyclopropanecarboxamide